NC1=C(C=C(C=C1C(F)(F)F)CN1CC2(CC2)CC1)NC(=O)C1=NC(=CC(=C1)C=1N(N=CC1C1=NN=CN1C)C)NCC N-(2-Amino-5-{5-azaspiro[2.4]heptan-5-ylmethyl}-3-(trifluoromethyl)phenyl)-6-(ethylamino)-4-[2-methyl-4-(4-methyl-1,2,4-triazol-3-yl)pyrazol-3-yl]pyridine-2-carboxamide